O1CC(C1)C=CCCCCCCCCC(=O)O 11-(oxetan-3-yl)undec-10-enoic acid